tert-butyl N-[2,2-dimethyl-4-(p-tolyl)chromen-7-yl]-N-methyl-carbamate CC1(OC2=CC(=CC=C2C(=C1)C1=CC=C(C=C1)C)N(C(OC(C)(C)C)=O)C)C